The molecule is any one of a class of diblock copolymers with a structure consisting of a primary amino group attached to the end of a polyether backbone based on blocks of propylene oxide and ethylene oxide. Molecular weights are typically of the order of 600-2000. The compounds are used in protein crystallisation. It has a role as a crystallisation adjutant. CC(COCCOC)N